C1(=CC=CC=C1)C=1C=NC=2N(C1)N=C(C2)C(=O)[O-] 6-phenylpyrazolo[1,5-a]pyrimidincarboxylate